N-(4-bromophenyl)-4-bromobenzamide BrC1=CC=C(C=C1)NC(C1=CC=C(C=C1)Br)=O